NC1=NC(=NC(=N1)N)C1=CC=C(C=C1)C 2,4-diamino-6-(4-methylphenyl)-1,3,5-triazine